3-(4-((N-butyl-N-acetylamino)methyl)phenyl)-1H-1,2,4-triazole-3,5-diamine C(CCC)N(C(C)=O)CC1=CC=C(C=C1)C1(NNC(=N1)N)N